C(#N)C=1C=C(C=CC1)C1=NN2C(N=C(C=C2)C(=O)N[C@H]2COC[C@@H]2O)=C1C1=CC(=NC(=C1)C)C 2-(3-cyanophenyl)-3-(2,6-dimethyl-4-pyridinyl)-N-[(3s,4r)-4-hydroxytetrahydrofuran-3-yl]pyrazolo[1,5-a]pyrimidine-5-carboxamide